C(C)N(CCC[Sn](CC)(CC)CCCN(CC)CC)CC Bis(3-diethylaminopropyl)diethyl-tin